2-(methylsulfonylmethyl)benzoate CS(=O)(=O)CC1=C(C(=O)[O-])C=CC=C1